3-methyl-1-phenylhexa-4,5-dien-3-ol CC(CCC1=CC=CC=C1)(C=C=C)O